1-((1r,4r)-4-methoxycyclohexyl)-2-oxo-1,2-dihydropyridine-3-carboxylic acid COC1CCC(CC1)N1C(C(=CC=C1)C(=O)O)=O